O1CCC(CC1)N1[C@H]2CC(C[C@@H]1CC2)NC(C2=CC=CC=C2)=O N-((1R,3s,5S)-8-(tetrahydro-2H-pyran-4-yl)-8-azabicyclo[3.2.1]oct-3-yl)benzamide